Hexenyl Propionate C(CC)(=O)OC=CCCCC